methyl-(4-cyanopyridinium) tetrakis(pentafluorophenyl)borate lithium magnesium salt [Mg].[Li].FC1=C(C(=C(C(=C1[B-](C1=C(C(=C(C(=C1F)F)F)F)F)(C1=C(C(=C(C(=C1F)F)F)F)F)C1=C(C(=C(C(=C1F)F)F)F)F)F)F)F)F.C[N+]1=CC=C(C=C1)C#N